(1S)-1-[(2R,3R,4S,5R)-3,4-dihydroxy-5-(hydroxymethyl)tetrahydrothiophen-2-yl]pyrimidine-2,4-dione O[C@H]1[C@@H](S[C@@H]([C@H]1O)CO)N1C(NC(C=C1)=O)=O